3-(((4-methoxybenzyl)amino)methyl)-1H-indole-2-carboxylic acid COC1=CC=C(CNCC2=C(NC3=CC=CC=C23)C(=O)O)C=C1